COC1=CC=C(OC2=C(C=C(C=C2)C(F)(F)F)NC(CC(CC(=O)O)C2=CC=CC=C2)=O)C=C1 5-[[2-(4-methoxyphenoxy)-5-(trifluoromethyl)phenyl]amino]-5-oxo-3-phenyl-valeric acid